N-(4-(N-(2,4-dichlorobenzyl)-N-(4-fluorobenzyl)sulfamoyl)phenyl)-2-(pyridin-4-yl)cyclopropane-1-carboxamide ClC1=C(CN(S(=O)(=O)C2=CC=C(C=C2)NC(=O)C2C(C2)C2=CC=NC=C2)CC2=CC=C(C=C2)F)C=CC(=C1)Cl